(1-(2-fluoro-4-(trifluoromethyl)benzyl)-1H-1,2,3-triazol-4-yl)-3-hydroxy-1-methylquinoline-2,4(1H,3H)-dione FC1=C(CN2N=NC(=C2)C2(C(N(C3=CC=CC=C3C2=O)C)=O)O)C=CC(=C1)C(F)(F)F